C1(CC1)[C@H](C(C)(C)O)N1C(C2=C(C=CC=C2C1)C=1C=NC(=C(C1)F)C=1OC(=NN1)C)=O (R)-2-(1-cyclopropyl-2-hydroxy-2-methylpropyl)-7-(5-fluoro-6-(5-methyl-1,3,4-oxadiazol-2-yl)pyridin-3-yl)isoindolin-1-one